C1=CC=CC=2C3=CC=CC=C3C3(C12)C=1C=CC=CC1C=1C2=C(C(=CC13)C=O)C=CC=C2 spiro[benzo[c]fluorene-7,9'-fluorene]-5-carbaldehyde